O=C1N(C(C2=CC=CC=C12)=O)CCN1C(C=2N=CN([C@H]3[C@H](O)[C@H](O)[C@@H](CO)O3)C2N=C1)=O 1-[2-(1,3-dioxo-1,3-dihydro-2H-isoindol-2-yl)ethyl]inosine